benzyl (3,3-difluoro-1-(1H-1,2,3-triazol-4-yl)cyclobutyl)carbamate FC1(CC(C1)(C=1N=NNC1)NC(OCC1=CC=CC=C1)=O)F